ClCCOC1=CC=C(C=C1)C(C(CC)C1=CC=C(C=C1)Cl)=O 1-(4-(2-Chloroethoxy)phenyl)-2-(4-chlorophenyl)butan-1-one